6-(3-(5-(6-cyclobutyl-2,6-diazaspiro[3.3]hept-2-yl)pyridin-2-yl)-4-isopropyl-1H-pyrazol-5-yl)-8-methoxy-[1,2,4]triazolo[1,5-a]pyridine C1(CCC1)N1CC2(CN(C2)C=2C=CC(=NC2)C2=NNC(=C2C(C)C)C=2C=C(C=3N(C2)N=CN3)OC)C1